COC(CS(=O)(=O)C)=O 2-methylsulfonyl-acetic acid methyl ester